C1OC=2C=CSC2OC1 4-ethylendioxythiophene